2-(3-((2,5-dichloropyrimidin-4-yl)oxy)propoxy)-6-(6-methoxy-2-azaspiro[3.3]hept-2-yl)pyridin-3-amine ClC1=NC=C(C(=N1)OCCCOC1=NC(=CC=C1N)N1CC2(C1)CC(C2)OC)Cl